C(C)OCC1(CCN(CC1)C(=O)OCCCC)C butyl 4-(ethoxymethyl)-4-methylpiperidine-1-carboxylate